4-(4-methoxybenzylidene)-2-styryl-oxazol-5(4H)-one COC1=CC=C(C=C2N=C(OC2=O)C=CC2=CC=CC=C2)C=C1